FC=1C=C(C=CC1F)[C@H]1[C@@H](CN(C1)CCOC)NC(=O)NC1=C(C(=NN1C1=CC=C(C=C1)F)C=1C=NN(C1)C)C 1-((3S,4R)-4-(3,4-difluorophenyl)-1-(2-methoxyethyl)pyrrolidin-3-yl)-3-(1-(4-fluorophenyl)-1',4-dimethyl-1H,1'H-[3,4'-bipyrazol]-5-yl)urea